[B].[Fe].[Ce] Cerium-iron-boron